C(C)(C)N1N=C(C=C1)C=1N=CC=2OCCN(C2N1)C1=CC=NC=C1C#N 4-(2-(1-isopropyl-1H-pyrazol-3-yl)-6,7-dihydro-8H-pyrimido[5,4-b][1,4]oxazin-8-yl)nicotinonitrile